5-(methoxymethyl)tetrahydrofuran-2,3,4-triol COCC1C(C(C(O1)O)O)O